O1C2=C(OCC1)C=C(C=C2)C=2C(=C(C=CC=1C=C(CN3C(CCC3)CO)C=CC1C(F)(F)F)C=CC2)C (1-(3-(3-(2,3-dihydrobenzo[b][1,4]dioxin-6-yl)-2-methylstyryl)-4-(trifluoromethyl)benzyl)pyrrolidin-2-yl)methanol